methoxy-7-(tetramethyl-1,3,2-dioxaborolan-2-yl)-N-[(1R)-1-[3-(trifluoromethyl)phenyl]ethyl]pyrazolo[1,5-a]quinazolin-5-amine COC1=NN2C(N=C(C3=CC(=CC=C23)B2OC(C(O2)(C)C)(C)C)N[C@H](C)C2=CC(=CC=C2)C(F)(F)F)=C1